2-(2,4-Dioxotetrahydropyrimidin-1(2H)-yl)-5-((4-(2-methyl-6,7-dihydro-5H-cyclopenta[4,5]thieno[2,3-d]pyrimidin-4-yl)piperazin-1-yl)methyl)isoindoline-1,3-dione O=C1N(CCC(N1)=O)N1C(C2=CC=C(C=C2C1=O)CN1CCN(CC1)C=1C2=C(N=C(N1)C)SC1=C2CCC1)=O